4-(3-((1H-pyrazol-4-yl)methyl)ureido)-N-(2-methoxyphenyl)benzamide N1N=CC(=C1)CNC(NC1=CC=C(C(=O)NC2=C(C=CC=C2)OC)C=C1)=O